OC1=C(C=O)C=CC(=C1C=O)O 2,4-dihydroxyisophthalaldehyde